CN1CC2=C(CC1)N=C(S2)C(=O)OCC ethyl 5-methyl-4,5,6,7-tetrahydrothiazolo[5,4-c]pyridine-2-carboxylate